BrC1=C(C=C(C=C1OC)\C=C\C1=CSC=C1)O (E)-2-bromo-3-methoxy-5-(2-(thiophen-3-yl)ethenyl)phenol